FC=1C=NN2C1C=C(C=C2)B2OC(C(O2)(C)C)(C)C 3-fluoro-5-(4,4,5,5-tetramethyl-1,3,2-dioxaborolan-2-yl)pyrazolo[1,5-a]pyridine